ClC1=C(C=CC=C1)C1=CC=C(S1)NC(N)=O 3-[5-(2-chlorophenyl)thiophen-2-yl]urea